5-chloro-2-[2-[[(3R)-1-[[cis-2-hydroxycyclobutyl]methyl]-3-piperidyl]amino]oxazolo[4,5-b]pyridin-5-yl]-3-methyl-phenol ClC=1C=C(C(=C(C1)O)C1=CC=C2C(=N1)N=C(O2)N[C@H]2CN(CCC2)C[C@H]2[C@H](CC2)O)C